BrCC(=O)NC=1N=NC(=C(C1)C1CC1)C1=C(C=C(C=C1)C#C)O 2-Bromo-N-(5-cyclopropyl-6-(4-ethynyl-2-hydroxyphenyl)pyridazin-3-yl)acetamide